CN([C@@H](CC1=CC(=C(C(=O)N)C=C1)F)CNC(CC(C1(CC1)C(F)(F)F)C=1C=NC=CC1)=O)C 4-[(2S)-2-(dimethylamino)-3-[3-(pyridin-3-yl)-3-[1-(trifluoromethyl)cyclopropyl]propanamido]propyl]-2-fluorobenzamide